2-(5,6-difluoro-1H-indazol-3-yl)-6H,7H-pyrrolo[3,4-b]pyridin-5-one FC=1C=C2C(=NNC2=CC1F)C1=CC=C2C(=N1)CNC2=O